tert-butyl (2R,5S)-4-(3-ethyl-2-formyl-4-methyl-5-oxo-4,5-dihydro-3H-imidazo[4,5-b]pyridin-7-yl)-2,5-dimethylpiperazine-1-carboxylate C(C)N1C(=NC2=C1N(C(C=C2N2C[C@H](N(C[C@@H]2C)C(=O)OC(C)(C)C)C)=O)C)C=O